dibutyl-bis(2-phenylphenoxy)tin C(CCC)[Sn](OC1=C(C=CC=C1)C1=CC=CC=C1)(OC1=C(C=CC=C1)C1=CC=CC=C1)CCCC